OC(COC1=CC(=C(C=C1)C1=NC(=NC(=N1)C1=C(C=C(C=C1)C)C)C1=C(C=C(C=C1)C)C)O)COCCCCCCCCCCCC 2-[4-{(2-hydroxy-3-dodecyloxy-propyl)oxy}-2-hydroxyphenyl]-4,6-bis(2,4-dimethylphenyl)-1,3,5-triazine